methyl 4-(benzyloxy)-8-phenoxyisoquinoline-3-carboxylate C(C1=CC=CC=C1)OC1=C(N=CC2=C(C=CC=C12)OC1=CC=CC=C1)C(=O)OC